O=S1(CCC(CC1)C=1C=CC(=NC1)C(=O)O)=O 5-(1,1-dioxido-tetrahydro-2H-thiopyran-4-yl)picolinic acid